BrC=1C=NC(=C(C#N)C1)Cl 5-bromo-2-chloro-nicotinonitrile